4-{1-[(3-nitrophenyl)sulfonyl]-1H-pyrrolo[2,3-c]pyridin-4-yl}benzonitrile [N+](=O)([O-])C=1C=C(C=CC1)S(=O)(=O)N1C=CC=2C1=CN=CC2C2=CC=C(C#N)C=C2